5-(benzofuran-2-yl)-7-methylquinoxaline-2-carboxylic acid chloride O1C(=CC2=C1C=CC=C2)C2=C1N=CC(=NC1=CC(=C2)C)C(=O)Cl